1-sec-butyl-5,7-dichloro-1H-pyrazolo[4,3-d]pyrimidine C(C)(CC)N1N=CC=2N=C(N=C(C21)Cl)Cl